(6-methoxy-1H-benzo[d]imidazole-2-yl)boric acid COC=1C=CC2=C(NC(=N2)OB(O)O)C1